CCCCCCCCCCCCCCCCCCCCC(=O)O[C@H](COC(=O)CCCCCCCCCCCCCCCCCC)COP(=O)(O)OC[C@H](CO)O 1-nonadecanoyl-2-heneicosanoyl-glycero-3-phospho-(1'-sn-glycerol)